FC1=C(C(=CC(=C1)OC)F)[C@H]1[C@@H](C(NC1)=O)NC1=NOC(=C1)C1=CC=C(C=C1)OC(F)(F)F (3s,4r)-4-(2,6-difluoro-4-methoxyphenyl)-3-({5-[4-(trifluoromethoxy)phenyl]-1,2-oxazol-3-yl}amino)pyrrolidin-2-one